(5-chloro-2-((3-cyanobenzyl) oxy)-4-((3-(2,3-dihydrobenzo[b][1,4]dioxin-6-yl)-2-methylbenzyl) oxy) phenyl)-2-cyanoacrylate ClC=1C(=CC(=C(C1)OC(C(=C)C#N)=O)OCC1=CC(=CC=C1)C#N)OCC1=C(C(=CC=C1)C1=CC2=C(OCCO2)C=C1)C